tert-Butyl (2-(4-((2S,5R)-4-((4-chlorophenyl)(3,3-difluorocyclobutyl)methyl)-2,5-dimethylpiperazin-1-yl)-1H-[1,2,4]triazolo[3,4-b]purin-1-yl)ethyl)(methyl)carbamate ClC1=CC=C(C=C1)C(N1C[C@@H](N(C[C@H]1C)C=1C=2N=CN(C2N2C(N1)=NN=C2)CCN(C(OC(C)(C)C)=O)C)C)C2CC(C2)(F)F